(3-(difluoromethoxy)-5-(7-((piperidin-4-ylmethylene)amino)imidazo[1,2-a]pyridin-3-yl)phenyl)cyclopropanesulfonamide FC(OC=1C=C(C=C(C1)C1=CN=C2N1C=CC(=C2)N=CC2CCNCC2)C2(CC2)S(=O)(=O)N)F